FC=1C(=CC2=CN(N=C2C1)C1CCN(CC1)C(=O)OC(C)(C)C)NC(=O)C=1C=NN2C1N=CC=C2 tert-butyl 4-(6-fluoro-5-(pyrazolo[1,5-a]pyrimidine-3-carboxamido)-2H-indazol-2-yl)piperidine-1-carboxylate